BrC1=CC=C2CCCN(C2=C1)C1=CC=C(C=C1)[N+](=O)[O-] 7-bromo-1-(4-nitrophenyl)-1,2,3,4-tetrahydroquinoline